COC1=C2C(=NC=C1)N(N=C2C)C 4-methoxy-1,3-dimethyl-1H-pyrazolo[3,4-b]pyridin